NC1=NC(=NC=C1)C=1NC=CC=C(C1)O (4-aminopyrimidin-2-yl)azepin-4-ol